methyl-1-thiophene-yl-methyl-sulfonate CC(C=1SC=CC1)S(=O)(=O)[O-]